6-(hydroxymethyl)tetrahydro-2H-pyran-2-carboxamide OCC1CCCC(O1)C(=O)N